(R)-N2-(1-cyclopropylethyl)-N4-(4,4-difluorocyclohexyl)-6-(6-(trifluoromethyl)pyridin-2-yl)-1,3,5-triazine-2,4-diamine C1(CC1)[C@@H](C)NC1=NC(=NC(=N1)NC1CCC(CC1)(F)F)C1=NC(=CC=C1)C(F)(F)F